bis[2-hydroxy-5-tert-octyl-3-(benzotriazol-2-yl)phenyl]methane OC1=C(C=C(C=C1N1N=C2C(=N1)C=CC=C2)C(C)(C)CC(C)(C)C)CC2=C(C(=CC(=C2)C(C)(C)CC(C)(C)C)N2N=C1C(=N2)C=CC=C1)O